COC(C=CC1=C(NC2=CC=CC=C12)C1=CC=C(C=C1)Br)=O 3-(2-(4-bromophenyl)-1H-indol-3-yl)acrylic acid methyl ester